3,5-dioxaheptane CCOCOCC